5-bromo-2-((4-fluoro-2-methylphenyl)amino)-4-(trifluorometh-oxy)benzoic acid BrC=1C(=CC(=C(C(=O)O)C1)NC1=C(C=C(C=C1)F)C)OC(F)(F)F